methyl 2-[2-chloro-3-(difluoromethoxy)pyridin-4-yl]acetate ClC1=NC=CC(=C1OC(F)F)CC(=O)OC